tert-butyl (2S,6r)-4-((S)-10-chloro-3-(methoxymethyl)-5-oxo-9-(trifluoromethyl)-3,5-dihydro-2H-[1,4]thiazino[2,3,4-ij]quinazolin-7-yl)-2,6-dimethylpiperazine-1-carboxylate ClC1=C(C=C2C(=NC(N3C2=C1SC[C@@H]3COC)=O)N3C[C@@H](N([C@@H](C3)C)C(=O)OC(C)(C)C)C)C(F)(F)F